4-chloro-1-(2-trimethylsilylethoxymethyl)pyrrolo[2,3-b]Pyridine-3-carboxamide ClC1=C2C(=NC=C1)N(C=C2C(=O)N)COCC[Si](C)(C)C